(E)-3-(3-([1,2,4]triazolo[1,5-a]pyridin-6-yl)-5-((4-methylbenzyl)carbamoyl)phenyl)acrylic acid N=1C=NN2C1C=CC(=C2)C=2C=C(C=C(C2)C(NCC2=CC=C(C=C2)C)=O)/C=C/C(=O)O